(1R,3R)-1-(5-bromo-2-tetrahydropyran-2-yl-1,2,4-triazol-3-yl)-3-[tert-butyl(dimethyl)silyl]oxy-3-(3,4-difluorophenyl)propan-1-ol BrC=1N=C(N(N1)C1OCCCC1)[C@@H](C[C@H](C1=CC(=C(C=C1)F)F)O[Si](C)(C)C(C)(C)C)O